2-hydroxy-N-(piperidin-4-yl)propionamide Ethyl-3-methyl-4-oxobutyrate C(C)OC(CC(C=O)C)=O.OC(C(=O)NC1CCNCC1)C